C1(=CC=CC2=CC=CC=C12)C1=C2C(=C(C(=C(C2=CC=C1)C1=CC=CC2=CC=CC=C12)C1=CC=CC2=CC=CC=C12)C1=CC=CC2=CC=CC=C12)C1=CC=CC2=CC=CC=C12 pentanaphthylnaphthalene